2-(3-(2-(2-aminoethoxy)ethoxy)propionylamino)-4-(methylamino)-N-(5-methylpyridin-2-yl)benzamide NCCOCCOCCC(=O)NC1=C(C(=O)NC2=NC=C(C=C2)C)C=CC(=C1)NC